C(CCCCCCCCCCCCCC=CCCCCCCCC)(=O)OCCCCCCCCCCCCCCCCCCCC(=O)O 20-(tetracosan-15-enoyloxy)-eicosanoic acid